BrC1=CC=C(C=C1)C1(CN(C1)C(=O)OC(C)(C)C)F tert-butyl 3-(4-bromophenyl)-3-fluoro-azetidine-1-carboxylate